BrC=1C=C2C(=NNC2=CC1)C(C)CCCl 5-bromo-3-(4-chlorobut-2-yl)-1H-indazole